(2-fluoro-4-(piperazin-1-yl)phenyl)-6-(pyridin-4-yl)-8,9-dihydroimidazo[1',2':1,6]pyrido[2,3-d]pyrimidin-2-amine FC1=C(C=CC(=C1)N1CCNCC1)C=1C2=C(N=C(N1)N)N1C(C(=C2)C2=CC=NC=C2)=NCC1